[Ga].COC1=C(C(=C(C=C1F)C1=C(C(=C(C(=C1F)F)F)F)F)F)F (4'-(methoxy)octafluorobiphenyl) gallium